[Cl-].[Cl-].[Cl-].[Ti+3].C(C)(C)(C)C1=C(C(CNC2=C(C=CC=C2)SC)=CC(=C1)C(C)(C)C)O 3,5-di-tert-butyl-salicyl-2-methylthioaniline titanium trichloride